N-(1-(3-(4-acetylpiperazin-1-yl)-1,2,4-oxadiazol-5-yl)ethyl)-1-methyl-3-(trifluoromethyl)-1H-pyrazole-5-carboxamide C(C)(=O)N1CCN(CC1)C1=NOC(=N1)C(C)NC(=O)C1=CC(=NN1C)C(F)(F)F